3H-imidazo[4,5-B]pyridin-2-amine N1=C(NC2=NC=CC=C21)N